ClC=1NC2SC=CN2C1S(=O)(=O)NO 6-chloro-N-hydroxy-7H,7aH-imidazo[2,1-b][1,3]thiazole-5-sulfonamide